O=C1CC(N(C2=C(N1)C1=CC=CC=C1C=C2)C2=CC=C(C=C2)NS(=O)(=O)C2=C(C=CC=C2)[N+](=O)[O-])=O N-[4-(2,4-dioxo-1,2,3,4-tetrahydronaphtho[1,2-b][1,4]diazepin-5-yl)phenyl]-2-nitrobenzenesulfonamide